C(C)(C)N1C(=NC=2C=NC(=CC21)C2=CNC1=NC=C(C=C12)C(=O)N1CC=2N(CC1)C=C(N2)C)C (3-(1-isopropyl-2-methyl-1H-imidazo[4,5-c]pyridin-6-yl)-1H-pyrrolo[2,3-b]pyridin-5-yl)(2-methyl-5,6-dihydroimidazo[1,2-a]pyrazin-7(8H)-yl)methanone